N-[4-fluoro-5-[2-[methyl(oxan-4-yl)amino]pyrimidin-5-yl]-2-[rac-(3R,5S)-3,4,5-trimethylpiperazin-1-yl]phenyl]-6-oxo-4-(trifluoromethyl)-1H-pyridine-3-carboxamide FC1=CC(=C(C=C1C=1C=NC(=NC1)N(C1CCOCC1)C)NC(=O)C1=CNC(C=C1C(F)(F)F)=O)N1C[C@H](N([C@H](C1)C)C)C |r|